N-((S)-1-(((S)-1-amino-3-((R)-5,5-dimethyl-2-oxopyrrolidin-3-yl)-1-oxopropan-2-yl)amino)-3-cyclopropyl-1-oxopropan-2-yl)-4,6-dichloro-1H-indole-2-carboxamide NC([C@H](C[C@H]1C(NC(C1)(C)C)=O)NC([C@H](CC1CC1)NC(=O)C=1NC2=CC(=CC(=C2C1)Cl)Cl)=O)=O